C(C)C(COCCCN)CCCC 2-EthylhexyloxyPropyl-Amine